ClC=1SC2=C(N1)CC1(CCN(CC1)C(=O)[O-])C2 2-chloro-4,6-dihydrospiro-[cyclopenta[d]thiazole-5,4'-piperidine]-1'-carboxylate